1-Bromo-3-(1,1-difluoro-2-methoxyethyl)-5-nitrobenzene BrC1=CC(=CC(=C1)[N+](=O)[O-])C(COC)(F)F